3-(5-(((1S,2R)-2-((R)-3-methoxypyrrolidin-1-yl)cyclopentyl)oxy)-1-oxoisoindolin-2-yl)piperidine-2,6-dione CO[C@H]1CN(CC1)[C@H]1[C@H](CCC1)OC=1C=C2CN(C(C2=CC1)=O)C1C(NC(CC1)=O)=O